FC=1C=CC(=C2C=C(NC(C12)=O)CCC(N1CCNCC1)=O)C 8-fluoro-5-methyl-3-(3-oxo-3-(piperazin-1-yl)propyl)isoquinolin-1(2H)-one